CNC1=NC=C(C=C1)C1NCC(CC1)C N-methyl-5-(5-methyl-2-piperidyl)pyridin-2-amine